N(=[N+]=[N-])C[C@H]1CC(=NO1)C1=CC(=C(C(=C1)F)C1(CCS(CC1)(=O)=NC)F)F 4-{4-[(5R)-5-(azidomethyl)-4,5-dihydro-1,2-oxazol-3-yl]-2,6-difluorophenyl}-4-fluoro-1-(methylimino)-1λ6-thian-1-one